ClC1=CC(=C2CCN(CC2=C1)C1=CN=C(S1)C)[C@H]1N(CCC1)C(=O)O.FC(C(C(F)(F)F)(C1=CC=C(C=C1)OC1=CC=C(N)C=C1)C1=CC=C(C=C1)OC1=CC=C(N)C=C1)(F)F 4,4'-(hexafluoroisopropylidene)bis(p-phenylene-oxy)dianiline (S)-2-(7-Chloro-2-(2-methylthiazol-5-yl)-1,2,3,4-tetrahydroisoquinolin-5-yl)pyrrolidine-1-carboxylate